ClC1=CC=C(C=C1)NC=1C(C(C1NCCN1CCN(CC1)C1=CC=C(C=C1)Cl)=O)=O 3-[(4-Chlorophenyl)amino]-4-({2-[4-(4-chlorophenyl)piperazin-1-yl]ethyl}amino)cyclobut-3-ene-1,2-dione